3-((R)-1-acryloylpiperidine-3-carboxamido)-N-((S)-2-(dimethylamino)-1-phenylethyl)-6,6-dimethyl-4,6-dihydropyrrolo[3,4-c]pyrazole-5(1H)-carboxamide TFA salt OC(=O)C(F)(F)F.C(C=C)(=O)N1C[C@@H](CCC1)C(=O)NC=1C2=C(NN1)C(N(C2)C(=O)N[C@H](CN(C)C)C2=CC=CC=C2)(C)C